rac-trans-N1,N2-dimethylcyclohexane-1,2-diamine CN[C@H]1[C@@H](CCCC1)NC |r|